FC1CC(CN(C1)C1=NC(=NC=C1)C1=CN=C2N1C=C(C=C2)C(F)(F)F)C(=O)N 5-fluoro-1-(2-(6-(trifluoromethyl)imidazo[1,2-a]pyridin-3-yl)pyrimidin-4-yl)piperidine-3-carboxamide